C[C@@H]1CN(C[C@@H](O1)CN1CC(C1)N1N=C2CNCCC2=C1C(F)(F)F)C1=C2C=CC=NC2=C(C=C1)C#N 5-[(2R,6S)-2-Methyl-6-[[3-[3-(trifluoromethyl)-4,5,6,7-tetrahydropyrazolo[3,4-c]pyridin-2-yl]azetidin-1-yl]methyl]morpholin-4-yl]chinolin-8-carbonitril